triethylene glycol bis[beta-(3-tertiary butyl-4-hydroxy-5-methylphenyl) propionate] C(C)(C)(C)C=1C=C(C=C(C1O)C)CCC(=O)OCCOCCOCCOC(CCC1=CC(=C(C(=C1)C)O)C(C)(C)C)=O